FC(C(=O)O)(F)F.FC(C(=O)O)(F)F.N1C(CCCC1=O)=O Piperidine-2,6-dione bistrifluoroacetate